(3R,5R,8R,9R,10S,13S,14S,15R)-15-Ethyl-17-ethylidene-3,13-dimethylhexadecahydro-1H-cyclopenta[a]phenanthren-3-ol C(C)[C@H]1[C@H]2[C@@H]3CC[C@@H]4C[C@@](CC[C@@H]4[C@H]3CC[C@@]2(C(C1)=CC)C)(O)C